C12(CC3CC(CC(C1)C3)C2)C2=C(C=CC(=C2)C(C)(C)C)O 2-(1-adamantanyl)-4-(tert-butyl)phenol